diethyl-cyclopropane-1,1-dicarboxylic acid C(C)C1C(C1(C(=O)O)C(=O)O)CC